ClC=1C=C(OCCN2CCN(CC2)C(=O)OC(C)(C)C)C=CC1C=1N(C2=NC=NC(=C2N1)OC1(CC1)C)CCC1=CC=NC=C1 tert-butyl 4-(2-(3-chloro-4-(6-(1-methylcyclopropoxy)-9-(2-(pyridin-4-yl)ethyl)-9H-purin-8-yl)phenoxy)ethyl)piperazine-1-carboxylate